FC1=C(C(=C2C=CNC2=C1F)C)OC=1C=CC(=C(C1)C=1NC(=CN1)C(C)(O)C=1C=C(C=CC1)CCC(=O)O)F 3-(3-(1-(2-(5-((6,7-difluoro-4-methyl-1H-indol-5-yl)oxy)-2-fluorophenyl)-1H-imidazol-5-yl)-1-hydroxyethyl)phenyl)propanoic acid